(3-methoxy-4-((triisopropylsilyl)oxy)phenyl)methanol COC=1C=C(C=CC1O[Si](C(C)C)(C(C)C)C(C)C)CO